3-(2-(6-chloropyridin-2-yl)thiazol-4-yl)-3-hydroxy-1-methylpyrrolidin-2-one ClC1=CC=CC(=N1)C=1SC=C(N1)C1(C(N(CC1)C)=O)O